N1=CC(=CC=C1)CO (3-pyridyl)methanol